5-(1-(3-chlorophenyl)-4-(piperidin-1-yl)but-2-yn-1-yl)-2,2-dimethyl-1,3-dioxane ClC=1C=C(C=CC1)C(C#CCN1CCCCC1)C1COC(OC1)(C)C